Bis(4-(trifluoromethyl)phenyl)chlorophosphine FC(C1=CC=C(C=C1)P(Cl)C1=CC=C(C=C1)C(F)(F)F)(F)F